Tert-butyl (3-bromo-2-methylphenyl)carbamate BrC=1C(=C(C=CC1)NC(OC(C)(C)C)=O)C